C(#N)C1=C2C(NC(=NC2=CC(=C1CC1CCN(CC1)C(=O)OC(C)(C)C)C(F)(F)F)C)=O tert-butyl 4-((5-cyano-2-methyl-4-oxo-7-(trifluoromethyl)-3,4-dihydroquinazolin-6-yl)methyl)piperidine-1-carboxylate